C1(=CC=CC=C1)CO[SiH3] phenylmethoxysilan